1-((2-chlorothiazol-5-yl)methyl)-3-(1-(2-cyanoethyl)-1H-indol-3-yl)-9-methyl-4-oxo-4H-pyrido[1,2-a]pyrimidinium ClC=1SC(=CN1)C[N+]1=C2N(C(C(=C1)C1=CN(C3=CC=CC=C13)CCC#N)=O)C=CC=C2C